O=C(CN1CCC(CC1)NC1=C2C=CC=NC2=C(C=C1)C(=O)NC1=CC=CC=C1)N1[C@@H](C[C@@H](C1)F)C#N 5-[[1-[2-Oxo-2-[(2S,4S)-2-cyano-4-fluoro-pyrrolidin-1-yl]ethyl]-4-piperidyl]amino]-N-phenyl-chinolin-8-carboxamid